5-cyano-3-(4-methoxybenzyl)-2-methyl-4-oxo-3,4-dihydropyrido[3,4-d]pyrimidine-6-sulfonyl chloride C(#N)C1=C(N=CC=2N=C(N(C(C21)=O)CC2=CC=C(C=C2)OC)C)S(=O)(=O)Cl